N1N=CC2=CC(=CC=C12)NC=1C=CC=2N(N1)C(=CN2)C2=NOC(=N2)CNCC2=CC=C(C=C2)OC N-(1H-indazol-5-yl)-3-{5-{[(4-methoxybenzyl)amino]methyl}-1,2,4-oxadiazol-3-yl}imidazo[1,2-b]pyridazin-6-amine